FC=1C=C2C(=CNC(C2=CC1F)=O)C(C)N(C(C1=CC(=C(C(=C1)F)F)F)=O)C N-(1-(6,7-Difluoro-1-oxo-1,2-dihydroisoquinolin-4-yl)ethyl)-3,4,5-trifluoro-N-methylbenzamide